4,4'-bis(2-ethoxycarbonylmethoxy)-biphenyl CCOC(=O)COC1=CC=C(C=C1)C1=CC=C(C=C1)OCC(=O)OCC